C(C)(C)(C)C1=C(C=CC(=C1)C(C)(C)C)OC(C1=C(C=C(C=C1)O)C1=CC(=CC(=C1)C(C)(C)C)C(C)(C)C)=O 2,4-di-tert-butylphenyl-3,5-di-tert-butylphenyl-4-hydroxybenzoate